tert-butyl (Z)-3-(2-((1-acetyl-3-oxoindolin-2-ylidene)methyl)-6-(morpholine-4-carbonyl)quinolin-4-yl)benzoate C(C)(=O)N1\C(\C(C2=CC=CC=C12)=O)=C/C1=NC2=CC=C(C=C2C(=C1)C=1C=C(C(=O)OC(C)(C)C)C=CC1)C(=O)N1CCOCC1